FC1=CC=C(OCC2N(C3CC(C2C)C3)C(=O)C=3N=C(SC3N3N=CC=N3)C)C=C1 cis-3-[(4-fluorophenoxy)methyl]-4-methyl-2-[2-methyl-5-(2H-1,2,3-triazol-2-yl)-1,3-thiazole-4-carbonyl]-2-azabicyclo[3.1.1]heptane